FC1(CCC2=C1N=C(N=C2C2=CC1=C(C(NC[C@H](O1)CF)=O)C=C2)N2[C@H]([C@@H](C2)O)C)F (S)-8-(7,7-difluoro-2-((2S,3R)-3-hydroxy-2-methylazetidin-1-yl)-6,7-dihydro-5H-cyclopenta[d]pyrimidin-4-yl)-2-(fluoromethyl)-3,4-dihydrobenzo[f][1,4]oxazepin-5(2H)-one